CC1=NC=2C=CN(C(C2C=C1C(=O)O)=O)CC1OCCCC1 2-methyl-5-oxo-6-((tetrahydro-2H-pyran-2-yl)methyl)-5,6-dihydro-1,6-naphthyridine-3-carboxylic acid